C(CCCCCCCCCCCCCCCCC)N(CCCCCCCCCCCCCCCCCC)CC=1N=NN(C1)C[C@H]1[C@H]([C@H]([C@@H](C(O1)O)O)O)O (3S,4R,5S,6S)-6-((4-((dioctadecylamino)methyl)-1H-1,2,3-triazol-1-yl)methyl)tetrahydro-2H-pyran-2,3,4,5-tetraol